3-Isopropyl-1-[10-(trimethoxysilyl)decyl]-1,2,4-triazole C(C)(C)C1=NN(C=N1)CCCCCCCCCC[Si](OC)(OC)OC